BrC1=CC(=C(OCCOC2=CC(=NC=C2)N2C(=NC=C2)C)C=C1)F 4-(2-(4-bromo-2-fluorophenoxy)ethoxy)-2-(2-methyl-1H-imidazol-1-yl)pyridine